6-(4-Butoxy-3-fluorophenyl)-N-[(2-oxo-1H-pyridin-3-yl)sulfonyl]-2-(2,4,6-trimethylphenoxy)pyridin-3-carboxamid C(CCC)OC1=C(C=C(C=C1)C1=CC=C(C(=N1)OC1=C(C=C(C=C1C)C)C)C(=O)NS(=O)(=O)C=1C(NC=CC1)=O)F